4-((3-(7-(((3S,4R)-3-fluoro-1-methylpiperidin-4-yl)amino)-3-vinyl-2H-indazol-2-yl)prop-2-yn-1-yl)amino)-3-methoxy-N,N-dimethylbenzenesulfonamide F[C@H]1CN(CC[C@H]1NC1=CC=CC2=C(N(N=C12)C#CCNC1=C(C=C(C=C1)S(=O)(=O)N(C)C)OC)C=C)C